(1R*,4R*)-4-((tert-butoxycarbonyl)amino)-3,3-difluoro-1-(3-(5-fluoropyrimidin-2-yl)benzyl)cyclopentane-1-carboxylic acid ethyl ester C(C)OC(=O)[C@]1(CC([C@@H](C1)NC(=O)OC(C)(C)C)(F)F)CC1=CC(=CC=C1)C1=NC=C(C=N1)F |o1:5,8|